dodecanoyl-β-alanine C(CCCCCCCCCCC)(=O)NCCC(=O)O